FC=1C(=C2C(=NC1C)NN=C2)C2=C1N(N=C2C2=NC=C(C=C2)F)CC(C1)(C)C 5-fluoro-4-[2-(5-fluoro-2-pyridinyl)-5,5-dimethyl-4,6-dihydropyrrolo[1,2-b]pyrazol-3-yl]-6-methyl-1H-pyrazolo[3,4-b]pyridine